C(C)[N+](CC)(CC)CC tetrakis-ethylammonium